C(COCCC(C(=O)[O-])CC=1C=C(C=C(C1O)C(C)(C)C)C)OCCC(C(=O)[O-])CC=1C=C(C=C(C1O)C(C)(C)C)C ethylenebis(oxyethylene)bis-[3-(5-tert-butyl-4-hydroxy-m-tolyl) propionate]